CN1CCN(CC1)S(=O)(=O)C=1C=CC(=NC1)N 5-((4-methylpiperazin-1-yl)sulfonyl)pyridin-2-amine